CN(C(=O)C=1C=CC(=NC1)C=1C=C2C(=NN(C2=C(C1)CC)CC)C(=O)NCC1=CC=C(C=C1)NC(=O)N1CCN(CC1)C)C 5-(5-(dimethylcarbamoyl)pyridin-2-yl)-1,7-diethyl-N-(4-(4-methylpiperazine-1-carboxamido)benzyl)-1H-indazole-3-carboxamide